C(=C)[Si](O[Si](O[Si](C)(C)C)(O[Si](C)(C)C)O[Si](C)(C)C)(O[Si](C)(C)C)C=C divinyl-tetra(trimethyl-siloxy)disiloxane